ClC=1C2=C(N(C(CC1C=O)=O)CC1=CC(=C(C=C1)C)F)C=CC=C2 5-chloro-1-(3-fluoro-4-methylbenzyl)-2-oxo-2,3-dihydro-1H-benzo[b]azepine-4-carbaldehyde